C(C)(C)(C)OC(=O)N1C[C@H](CC1)NC1=C2C=CC=NC2=C(C=C1)OCC1=CC=CC=C1 (S)-3-((8-(benzyloxy)quinolin-5-yl)amino)pyrrolidine-1-carboxylic acid tert-butyl ester